C1(CC1)C=1C=C2C=CC=C(C2=CC1)NC(C1=CC=C(C=C1)F)=O N-(6-Cyclopropylnaphthalen-1-yl)-4-fluorobenzamide